ethyl 2-({6-[(1,3-benzothiazol-2-yl)amino]-4,5-dimethylpyridazin-3-yl}amino)-5-(1-{[1-(3-methoxypropyl)cyclooctyl]methyl}-5-methyl-1H-pyrazol-4-yl)-1,3-thiazole-4-carboxylate S1C(=NC2=C1C=CC=C2)NC2=C(C(=C(N=N2)NC=2SC(=C(N2)C(=O)OCC)C=2C=NN(C2C)CC2(CCCCCCC2)CCCOC)C)C